[I-].C(CCCCC)OC=1C(=NSN1)C1=CCC[N+](C1)(C)C(CC)OC(=O)OCCCCCC 5-(4-(Hexyloxy)-1,2,5-thiadiazol-3-yl)-1-(1-(((hexyloxy)carbonyl)oxy)propyl)-1-methyl-1,2,3,6-tetrahydropyridin-1-ium iodide